fluorobis(benzenesulfonyl)methane FC(S(=O)(=O)C1=CC=CC=C1)S(=O)(=O)C1=CC=CC=C1